C(\C=C\C(=O)[O-])(=O)OCC(=O)N1COCC1 2-oxo(1,3-oxazolidin-3-yl)ethyl (2E)-but-2-ene-1,4-dioate